3-((6-bromo-3,4-dihydroisoquinolin-2(1H)-yl)carbonyl)-1,5,7-trimethyl-1,5-dihydro-4H-pyrrolo[3,2-c]pyridin-4-one BrC=1C=C2CCN(CC2=CC1)C(=O)C1=CN(C2=C1C(N(C=C2C)C)=O)C